OC1=C(C=CC=C1)C1=CC2=C(N=N1)NC(=C2C[C@@H]2OCCC2)C2C[C@H]1COC[C@@H](C2)N1C(C=C)=O 1-((1R,5S,7r)-7-(3-(2-hydroxyphenyl)-5-(((R)-tetrahydrofuran-2-yl)methyl)-7H-pyrrolo[2,3-c]pyridazin-6-yl)-3-oxa-9-azabicyclo[3.3.1]nonan-9-yl)prop-2-en-1-one